FC1=C(C=C2C(=N1)C(=C(N2)C2=CC(=NC=C2)NC(C(C)C2=CC=C(C=C2)F)=O)C2=NC=CC=C2)C (-)-N-{4-[5-fluoro-6-methyl-3-(pyridin-2-yl)-1H-pyrrolo[3,2-b]pyridin-2-yl]pyridin-2-yl}-2-(4-fluorophenyl)propanamide